9-fluoro-2,11,17,20,21,24-hexaazapentacyclo[16.5.2.02,6.07,12.021,25]pentacosane-1(24),7,9,11,18(25),19,22-heptaene-16-one FC=1C=C2C3CCCN3C=3C=CN4N=CC(NC(CCCC2=NC1)=O)=C4N3